C(C)(C)C1=C(C(=NC2=CC=C(C=C12)B1OC(C(O1)(C)C)(C)C)C)C 4-isopropyl-2,3-dimethyl-6-(4,4,5,5-tetramethyl-1,3,2-dioxaborolan-2-yl)quinoline